camphorlactam C1(C2(C)C(C)(C)C(CN1)CC2)=O